N-(5-(3,4,5-trimethoxyphenyl)-[1,2,4]triazolo[1,5-c]pyrimidin-2-yl)-9H-carbazol-4-amine COC=1C=C(C=C(C1OC)OC)C1=NC=CC=2N1N=C(N2)NC2=CC=CC=1NC3=CC=CC=C3C21